FC1=CC(=CC2=C1N=C(S2)C2CCNCC2)C=2C=C(C=1N(N2)C=C(N1)C)C(=O)N 6-[4-fluoro-2-(piperidin-4-yl)-1,3-benzothiazol-6-yl]-2-methylimidazo[1,2-b]pyridazine-8-carboxamide